2-methylsulfonyl-4-trifluoromethylbenzoic acid CS(=O)(=O)C1=C(C(=O)O)C=CC(=C1)C(F)(F)F